3-(Pyridin-2-yldisulfanyl)pentan-1-ol N1=C(C=CC=C1)SSC(CCO)CC